C(C)(C)(C)N1CCN(CC1)C1=CC(=CC=C1)S(=O)(=O)C1=CN(C2=CC=C(C=C12)F)C1CC1 tert-butyl-4-(3-((1-cyclopropyl-5-fluoro-1H-indol-3-yl)sulfonyl)phenyl)piperazine